CC1(OC(C=2C(=C3C4=C(C(OC3=CC2CCCCC)(C)C)C=CC(=C4)C)O1)=O)CC(C)=O 2,8,8,11-tetramethyl-2-(2-oxopropyl)-5-pentyl-4H,8H-benzo[c][1,3]dioxino[4,5-f]chromen-4-one